D-glutamic acid dimethyl ester hydrochloride Cl.COC([C@H](N)CCC(=O)OC)=O